N-methyl-N-((5-(4,4,5,5-tetramethyl-1,3,2-dioxaborolan-2-yl)benzo[d]thiazol-2-yl)methyl)propan-2-amine CN(C(C)C)CC=1SC2=C(N1)C=C(C=C2)B2OC(C(O2)(C)C)(C)C